FC=1C=NN2C1C(=CC(=C2)C=2C=NN(C2)C)OCC2[C@H]1CN(C[C@@H]2C1)C(C=C)=O 1-((1R,5S,6s)-6-(((3-fluoro-6-(1-methyl-1H-pyrazol-4-yl)pyrazolo[1,5-a]pyridin-4-yl)oxy)methyl)-3-azabicyclo[3.1.1]heptan-3-yl)prop-2-en-1-one